(1S,2S)-2-aminocyclopentanol hydrochloride Cl.N[C@@H]1[C@H](CCC1)O